CC1C(=NOC1CC1=CC=CC=C1)C=1C=C(C=CC1)C1=C(C=CC(=C1)Cl)OC Methyl-5-benzyl-3-(5'-chloro-2'-methoxy-[1,1'-biphenyl]-3-yl)-4,5-dihydroisoxazole